di-norbornylphenyl-sulfonium C12(CCC(CC1)C2)[S+](C2=CC=CC=C2)C21CCC(CC2)C1